3-Nitro-4-[[3-(4-pyridyl)-1-trityl-indazol-5-yl]amino]benzonitrile [N+](=O)([O-])C=1C=C(C#N)C=CC1NC=1C=C2C(=NN(C2=CC1)C(C1=CC=CC=C1)(C1=CC=CC=C1)C1=CC=CC=C1)C1=CC=NC=C1